Cl.C(C1=CC=CC=C1)OC(=O)N1CCN(CC1)C([C@H](C1CCCCC1)N)=O.CN(C)CC(N(C)B(N(C)C)N)(CN(C)C)CN(C)C tris(dimethylaminomethyl)-amino-bis(dimethylamino)borane (S)-benzyl-4-(2-amino-2-cyclohexylacetyl)piperazine-1-carboxylate hydrochloride